methylAcetamide CCC(=O)N